C1(CC1)C=1C=CC(=NC1F)C(NC(=O)C1N(CC(C1)F)C(CN1C(OC(=N1)C)=O)=O)C1=CC=CC=C1 N-[(5-cyclopropyl-6-fluoropyridin-2-yl)(phenyl)methyl]-4-fluoro-1-[2-(5-methyl-2-oxo-2,3-dihydro-1,3,4-oxadiazol-3-yl)acetyl]pyrrolidine-2-carboxamide